Trans-2-Amino-5,6-dichloro-1-methyl-2,3-dihydro-1H-inden-1-ol N[C@H]1[C@@](C2=CC(=C(C=C2C1)Cl)Cl)(O)C